{1-[4-(difluoromethyl)-5-(4-{4-[(2,6-difluorophenyl)methyl]-5-oxo-1,2,4-triazol-1-yl}-2-fluorophenoxy)-1,3-thiazol-2-yl]-3-methylazetidin-3-yl}carbamic acid tert-butyl ester C(C)(C)(C)OC(NC1(CN(C1)C=1SC(=C(N1)C(F)F)OC1=C(C=C(C=C1)N1N=CN(C1=O)CC1=C(C=CC=C1F)F)F)C)=O